[N+](=O)([O-])C1=C(C=C(C(=O)[O-])C=C1)NCC1OCC1 4-nitro-3-((oxetan-2-yl methyl)amino)benzoate